1-ethyl-2,3-dihydro-1h-indene C(C)C1CCC2=CC=CC=C12